C(C)OC(=O)C1=CC(=CN1CC)C=1C=C(C=C(C1)OC)[C@@H](C)NC(=O)C=1C=C(C=CC1C)N1C[C@H]2CC[C@@H](C1)N2C(=O)OC(C)(C)C tert-butyl (1R,5S)-3-[3-[[(1R)-1-[3-(5-ethoxycarbonyl-1-ethyl-pyrrol-3-yl)-5-methoxy-phenyl]ethyl]carbamoyl]-4-methyl-phenyl]-3,8-diazabicyclo[3.2.1]octane-8-carboxylate